2-(quinazolin-2-yl)benzoic acid N1=C(N=CC2=CC=CC=C12)C1=C(C(=O)O)C=CC=C1